1-phenylthian-1-ium C1(=CC=CC=C1)[S+]1CCCCC1